OC\C(=C/CC1(C(C(=O)OC)C=CC=C1)C)\C1=CSC=C1 methyl (Z)-2-(4-hydroxy-3-(thiophen-3-yl)-2-buten-1-yl)-2-methylbenzoate